NC=1C=C(CS(=O)(=O)N2C(CC(CC2)N(C(C2=CC=CC=C2)=O)C=2C=C(C=CC2)C2=C(C(=C(S2)C(=O)OC(C)(C)C)OCC(=O)O)Cl)(C)C)C=CC1 2-((5-(3-(N-(1-((3-Aminobenzyl)sulfonyl)-2,2-dimethylpiperidin-4-yl)benzamido)phenyl)-2-(tert-butoxycarbonyl)-4-chlorothiophen-3-yl)oxy)acetic acid